[N+](=O)([O-])C=1N(C=CN1)CCCN 3-(2-nitro-1H-imidazol-1-yl)propan-1-amine